(2S,3R,4R,5S)-2-(hydroxymethyl)-1-(((R)-1-(o-tolyl)piperidin-3-yl)methyl)piperidine-3,4,5-triol OC[C@@H]1N(C[C@@H]([C@H]([C@@H]1O)O)O)C[C@@H]1CN(CCC1)C1=C(C=CC=C1)C